FC1=C(C=C(C=C1)F)[C@@](CN1N=CN=C1)([C@@H](C)SSCC1=NC=CC=C1F)O (2R,3R)-2-(2,5-difluorophenyl)-3-(((3-fluoropyridin-2-yl)methyl)disulfanyl)-1-(1H-1,2,4-triazol-1-yl)butan-2-ol